(R)-methyl 3-(9-((1s,4S)-4-carbamoylcyclohexyl)-8-(4-chloro-2,3-difluorophenylamino)-9H-purin-2-ylamino)piperidine-1-carboxylate C(N)(=O)C1CCC(CC1)N1C2=NC(=NC=C2N=C1NC1=C(C(=C(C=C1)Cl)F)F)N[C@H]1CN(CCC1)C(=O)OC